N-(((3S,5S)-1-benzyl-5-(((2-oxo-2-phenyl-1λ2-ethyl)amino)methyl)pyrrolidin-3-yl)methyl)-4,4''-difluoro-[1,1':3',1''-terphenyl]-5'-carboxamide C(C1=CC=CC=C1)N1C[C@@H](C[C@H]1CN[C]C(C1=CC=CC=C1)=O)CNC(=O)C=1C=C(C=C(C1)C1=CC=C(C=C1)F)C1=CC=C(C=C1)F